(1R,3S,4R)-4-(9a-((4-fluorophenyl)sulfonyl)-3-(perfluoropropan-2-yl)-6,6a,7,8,9,9a-hexahydro-5H-pyrrolo[2,3-H]quinoline-7-carbonyl)-3-methylcyclohexane-1-carboxamide FC1=CC=C(C=C1)S(=O)(=O)C12C(CCC=3C=C(C=NC13)C(C(F)(F)F)(C(F)(F)F)F)N(CC2)C(=O)[C@H]2[C@H](C[C@@H](CC2)C(=O)N)C